IC=1C(=CC(=C(OC=2C(=NC(=NC2)N)N)C1)C(C)C)OCC(F)(F)F 5-[5-Iodo-2-isopropyl-4-(2,2,2-trifluoro-ethoxy)-phenoxy]-pyrimidine-2,4-diamine